N1(C=NC=C1)CCCCC1=CC=C(C=C1)S(=O)(=O)NCCCC1=CNC2=CC=C(C=C12)Cl 4-(4-(1H-imidazol-1-yl)butyl)-N-(3-(5-chloro-1H-indol-3-yl)propyl)benzenesulfonamide